(R)-3-(2-amino-[1,2,4]triazolo[1,5-a]pyridin-7-yl)-N-(2,2-difluoro-3-(4-fluorophenyl)-3-hydroxypropyl)-2-fluoro-6-methylbenzamide NC1=NN2C(C=C(C=C2)C=2C(=C(C(=O)NCC([C@H](O)C3=CC=C(C=C3)F)(F)F)C(=CC2)C)F)=N1